(S)-2-Chloro-N1-(4-Chloro-3-(Pyridin-2-Yl)Phenyl)-N4-(1-Hydroxypropan-2-Yl)Terephthalamide ClC1=C(C(=O)NC2=CC(=C(C=C2)Cl)C2=NC=CC=C2)C=CC(=C1)C(=O)N[C@H](CO)C